N,N-diethyl-ethaneamine C(C)N(CC)CC